O[C@@H]1CC[C@H](CC1)C(=O)N(C[C@@H]1CC[C@H](CC1)C=1C=NC(=C(C1)C)OC)C1=NC=CC(=C1)C=1C=NN(C1)C(C)C trans-4-Hydroxy-N-(4-(1-Isopropyl-1H-pyrazol-4-yl)pyridin-2-yl)-N-((trans-4-(6-methoxy-5-methylpyridin-3-yl)cyclohexyl)methyl)cyclohexanecarboxamide